C(C)(=O)N1C[C@H](CC1)OC=1C(=CC(=C2CCN([C@@H](C12)CN1C(C2=CC=CC=C2C1=O)=O)C(=O)C1CCCCC1)Cl)Cl (1S,2R)-2-((S)-8-(((S)-1-Acetylpyrrolidin-3-yl)oxy)-5,7-dichloro-1-((1,3-dioxoisoindolin-2-yl)methyl)-1,2,3,4-tetrahydroisochinolin-2-carbonyl)cyclohexan